[Si].[Ca].[Zn].[Fe] iron zinc calcium silicon